[Si](C)(C)(C(C)(C)C)OCC1(NCCC2C3=CC=CC=C3N=C12)CO[Si](C)(C)C(C)(C)C (3S)-1,1-bis(tert-butyldimethylsilyloxy)methyl-tetrahydro-β-carboline